[Si](C)(C)(C(C)(C)C)OCC(CN1[C@@H](C[C@H](C1=O)F)C(=O)[O-])(C)C.[Li+] lithium (2S,4R)-1-(3-((tert-butyldimethylsilyl) oxy)-2,2-dimethylpropyl)-4-fluoro-5-oxopyrrolidine-2-carboxylate